The molecule is a dihydroxy monocarboxylic acid that consists of octadecanoic (stearic) acid bearing two hydroxy substituents at positions 3 and 18. It is an omega-hydroxy fatty acid, a 3-hydroxy fatty acid, a dihydroxy monocarboxylic acid and a hydroxyoctadecanoic acid. It is a conjugate acid of a 3,18-dihydroxyoctadecanoate. C(CCCCCCCC(CC(=O)O)O)CCCCCCCO